isobutyl (S)-2-methyl-4-((3-(1-((1-methyl-1H-pyrazolo[3,4-b]pyrazin-6-yl)amino)ethyl) phenyl)carbamoyl)benzoate CC1=C(C(=O)OCC(C)C)C=CC(=C1)C(NC1=CC(=CC=C1)[C@H](C)NC1=CN=C2C(=N1)N(N=C2)C)=O